ClC=1C(=NC(=NC1)NC1=CC(=C(C=C1)N1CCN(CC1)C)OC)C1=CN=C(S1)C1(CC1)C#N (5-(5-chloro-2-((3-methoxy-4-(4-methylpiperazin-1-yl)phenyl)amino)pyrimidin-4-yl)thiazol-2-yl)cyclopropane-1-carbonitrile